2,9-bis(1-vinyl-1H-tetrazol-5-yl)anthracene tert-butyl-(S)-9-((tert-butoxycarbonyl)amino)-10-nitro-1,2,4,4a,5,6-hexahydro-3H,12H-benzo[b]pyrazino[1,2-e][1,5]oxazocine-3-carboxylate C(C)(C)(C)OC(=O)N1C[C@H]2N(CC3=C(OCC2)C=C(C(=C3)[N+](=O)[O-])NC(=O)OC(C)(C)C)CC1.C(=C)N1N=NN=C1C1=CC3=C(C2=CC=CC=C2C=C3C=C1)C1=NN=NN1C=C